5-(4-(3-(5-ethyl-6-oxo-1,6-dihydropyrimidin-2-yl)cyclopent-2-en-1-yl)piperazin-1-yl)-6-fluoro-N-(methyl-d3)picolinamide C(C)C1=CN=C(NC1=O)C1=CC(CC1)N1CCN(CC1)C=1C=CC(=NC1F)C(=O)NC([2H])([2H])[2H]